N1(CCCCC1)NC1=CC=CC(=C1)C=1N=NC=CC1 (piperidin-1-yl)-5-(pyridazin-3-yl)aniline